C(C)OC=1C(C(C1CCC)=O)=O 3-ethoxy-4-propylcyclobut-3-ene-1,2-dione